(7S)-13-(difluoromethyl)-9-(2,6-difluorophenyl)-7-methyl-16-thia-2,3,5,8-tetraazatetracyclo[8.6.0.02,6.011,15]Hexadeca-1(10),3,5,8,11(15)-pentaene-4-carboxylic acid FC(C1CC=2C=3C(=N[C@H](C4=NC(=NN4C3SC2C1)C(=O)O)C)C1=C(C=CC=C1F)F)F